7,7-difluoro-5,6,7,8-tetrahydro-9H-5,8-epiminobenzo[7]annulen-9-one FC1(CC2C3=C(C(C1N2)=O)C=CC=C3)F